chloro-2-(2-(2-chlorophenyl)-1-methyl-4,5,6,7-tetrahydro-1H-benzo[d]imidazol-5-yl)-1,2,3,4-tetrahydroisoquinoline ClC1N(CCC2=CC=CC=C12)C1CC2=C(N(C(=N2)C2=C(C=CC=C2)Cl)C)CC1